1-[[4-[5-(trifluoromethyl)-1,2,4-oxadiazol-3-yl]phenyl]methyl]indazole-3-carbonitrile FC(C1=NC(=NO1)C1=CC=C(C=C1)CN1N=C(C2=CC=CC=C12)C#N)(F)F